BrC=1C=NN(C1N1C(C=2C=CC3=C(C2C1)C=CC=C3)=O)C 2-(4-bromo-1-methyl-1H-pyrazol-5-yl)-1,2-dihydro-3H-benzo[e]isoindol-3-one